tert-butyl 4-(2-((1-methyl-2-oxo-3-((2-(trimethylsilyl)ethoxy)methyl)-2,3-dihydro-1H-imidazo[4,5-b]pyridin-5-yl)amino)pyridin-4-yl)piperazine-1-carboxylate CN1C(N(C2=NC(=CC=C21)NC2=NC=CC(=C2)N2CCN(CC2)C(=O)OC(C)(C)C)COCC[Si](C)(C)C)=O